7-iodo-1-methyl-2-oxo-1,2,3,4-tetrahydro-[1,4]diazepine IC1=CCNCC(N1C)=O